n-triacontyl butanoate C(CCC)(=O)OCCCCCCCCCCCCCCCCCCCCCCCCCCCCCC